OCCN(C(C)=O)CCO N,N-di(β-hydroxyethyl)acetamide